1-Cyclopropyl-4-fluoro-2-(4-(methylsulfonyl)phenyl)-6-(1'-(tetrahydro-2H-pyran-4-yl)-[1,4'-bipiperidin]-4-yl)-1H-benzo[d]imidazol C1(CC1)N1C(=NC2=C1C=C(C=C2F)C2CCN(CC2)C2CCN(CC2)C2CCOCC2)C2=CC=C(C=C2)S(=O)(=O)C